C(C1=CC=CC=C1)OC=1C=C(C=CC1OCC1=CC=CC=C1)C(C(C(=O)OCC1=CC=CC=C1)Br)=O benzyl 3-(3,4-bis(benzyloxy) phenyl)-2-bromo-3-oxopropanoate